NC=1NC(C=2N(C(N(C2N1)[C@@H]1O[C@@H](C[C@H]1O)CO)=O)CC1=CC=C(C=C1)OC)=O 2-amino-9-((2R,3R,5S)-3-hydroxy-5-(hydroxymethyl)tetrahydrofuran-2-yl)-7-(4-methoxybenzyl)-7,9-dihydro-1H-purine-6,8-dione